3,4-dihydro-2H-1-benzopyran-4-carboxamide O1CCC(C2=C1C=CC=C2)C(=O)N